(Z)-2-(2,6-dioxopiperidin-3-yl)-5-(5-(4-(4-(1-(4-hydroxyphenyl)-2-phenylbut-1-en-1-yl)phenoxy)butyl)hexahydropyrrolo[3,4-c]pyrrol-2(1H)-yl)isoindoline-1,3-dione O=C1NC(CCC1N1C(C2=CC=C(C=C2C1=O)N1CC2CN(CC2C1)CCCCOC1=CC=C(C=C1)\C(=C(\CC)/C1=CC=CC=C1)\C1=CC=C(C=C1)O)=O)=O